(R)-3-(1-methoxy-2-methyl-1-oxopropan-2-yl)pyrrolidine-1-carboxylic acid tert-butyl ester C(C)(C)(C)OC(=O)N1C[C@H](CC1)C(C(=O)OC)(C)C